N1N=CC2=CC(=CC=C12)[C@@H]1N(C[C@H](CC1)C)C(C(=O)NC1=C(C(=NC=C1)OC)C(=O)N)=O [[2-[(2R,5S)-2-(1H-indazol-5-yl)-5-methyl-1-piperidyl]-2-oxo-acetyl]amino]-2-methoxy-pyridine-3-carboxamide